N-(5-methoxy-1,1-dimethyl-pent-2-ynyl)-5-methyl-2-[(2S)-2-(trifluoromethylsulfonylamino)propoxy]pyridine-4-carboxamide COCCC#CC(C)(C)NC(=O)C1=CC(=NC=C1C)OC[C@H](C)NS(=O)(=O)C(F)(F)F